[C@H]1([C@H](O)[C@@H](O)[C@H](O)[C@H](O1)CO)O[C@H]1[C@H]([C@@H](O[C@H]([C@@H]1O)C)O[C@@H](C=O)[C@H](O)[C@@H](O)[C@@H](O)C)O α-D-Glucopyranosyl-(1→3)-α-L-rhamnopyranosyl-(1→2)-L-rhamnose